N-(oxazol-2-ylmethyl)-8-(spiro[2.5]oct-5-en-6-yl)quinoline-3-carboxamide Tert-Butyl-1-[(2-formylpyridin-3-yl)methyl]-1H,4H,5H,6H,7H-imidazo[4,5-c]pyridine-5-carboxylate C(C)(C)(C)OC(=O)N1CC2=C(CC1)N(C=N2)CC=2C(=NC=CC2)C=O.O2C(=NC=C2)CNC(=O)C=2C=NC1=C(C=CC=C1C2)C2=CCC1(CC1)CC2